N,N'-bis(1-naphthyl)-N,N'-diphenyl-[1,1'-biphenyl]-4,4'-diamine C1(=CC=CC2=CC=CC=C12)N(C1=CC=C(C=C1)C1=CC=C(C=C1)N(C1=CC=CC=C1)C1=CC=CC2=CC=CC=C12)C1=CC=CC=C1